C(C)(C)(C)OC(=O)N1CC(CC(C1)=O)C1=CC(=C(C=C1)Cl)Cl.N1(CCNCC1)C1=CC=C(C=C1)NC1C(NC(CC1)=O)=O 3-((4-(piperazin-1-yl)phenyl)amino)piperidine-2,6-dione tert-butyl-3-(3,4-dichlorophenyl)-5-oxopiperidine-1-carboxylate